4-hydroxy-2-(1H-pyrazol-1-yl)pyrimidine-5-carboxylic acid OC1=NC(=NC=C1C(=O)O)N1N=CC=C1